2,2',2''-(cyclopropane-1,2,3-triylidene)tris(2-(p-cyano-tetrafluorophenyl)acetonitrile) C1(C(C1=C(C#N)C1=C(C(=C(C(=C1F)F)C#N)F)F)=C(C#N)C1=C(C(=C(C(=C1F)F)C#N)F)F)=C(C#N)C1=C(C(=C(C(=C1F)F)C#N)F)F